CNC=1N=NC(=CC1)C(C(F)(F)F)(F)F N-methyl-6-(1,1,2,2,2-pentafluoroethyl)pyridazin-3-amine